tert-butyl (3R,4R)-4-((1-(3-(2,4-dioxotetrahydropyrimidin-1(2H)-yl)-4-methoxybenzoyl) piperidin-4-yl) oxy)-3-fluoropiperidine-1-carboxylate O=C1N(CCC(N1)=O)C=1C=C(C(=O)N2CCC(CC2)O[C@H]2[C@@H](CN(CC2)C(=O)OC(C)(C)C)F)C=CC1OC